ClC1=NC(=C2N=C(N(C2=N1)C[C@H]1OCC[C@@H]1O)C)N1[C@H](CN([C@@H](C1)CC)C(C1=CC=C(C=C1)C(F)(F)F)C1CC(C1)(F)F)C (2R,3S)-2-((2-Chloro-6-((2S,5R)-4-((3,3-difluorocyclobutyl)(4-(trifluoromethyl)phenyl)methyl)-5-ethyl-2-methylpiperazin-1-yl)-8-methyl-9H-purin-9-yl)methyl)tetrahydrofuran-3-ol